NC(CC[C@H]1C(N(CC2N(O[C@@H](C(N21)=O)CC(C)C)C(=O)OCCC2=CC=CC=C2)[C@H](C(NCCCC2=CC=CC=C2)=O)CC2=CC=CC=C2)=O)=O phenethyl (3R,6S)-6-(3-amino-3-oxopropyl)-3-isobutyl-4,7-dioxo-8-((S)-1-oxo-3-phenyl-1-((3-phenylpropyl)amino)propan-2-yl)hexahydropyrazino[2,1-c][1,2,4]oxadiazine-1(6H)-carboxylate